FC1=C(C=CC=C1F)[C@H]1N(CCNC1)C(=O)N1CC2(CCCC2)[C@](CC1)(O)CN1C=NC(=CC1=O)C1=CC=CC=C1 3-(((S)-7-((R)-2-(2,3-Difluoro-phenyl)piperazine-1-carbonyl)-10-hydroxy-7-azaspiro[4.5]decan-10-yl)methyl)-6-phenylpyrimidin-4(3H)-one